C1(CC1)N(CC[C@@H](C(=O)O)NC1=NC=NC=C1)CCCCC1=NC=2NCCCC2C=C1 (S)-4-(cyclopropyl-(4-(5,6,7,8-tetrahydro-1,8-naphthyridin-2-yl)butyl)amino)-2-(pyrimidin-4-ylamino)butyric acid